(E)-5-bromo-1-benzyl-2-styryl-1H-benzimidazole BrC1=CC2=C(N(C(=N2)\C=C\C2=CC=CC=C2)CC2=CC=CC=C2)C=C1